C(C1=CC=CC=C1)C=1SC2=C(N1)C=CC=C2 Benzylbenzothiazole